O=C1NC(CCC1N1C(C2=CC=C(C=C2C1=O)N1C[C@H](CC1)OC1=NC=C(C=N1)C1=CC=C(C=C1)N(C(C)=O)C1CCC(CC1)NC1=NC2=CC=CC=C2C=N1)=O)=O N-(4-(2-(((3S)-1-(2-(2,6-dioxopiperidin-3-yl)-1,3-dioxoisoindolin-5-yl)pyrrolidin-3-yl)oxy)pyrimidin-5-yl)phenyl)-N-((1r,4R)-4-(quinazolin-2-ylamino)cyclohexyl)acetamide